NCCC1=C(C(=NC(=N1)N)N)OC1=CC(=NC=C1C(C)C)Br (2-aminoethyl)-5-((2-bromo-5-isopropylpyridin-4-yl)oxy)pyrimidine-2,4-diamine